CNC(=O)N=C(C(=O)O)C=1SC=CC1 methylcarbamoyliminothiolacetic acid